2-(4-amino-5-fluoro-2-methoxyphenyl)-N-(2,2,2-trifluoroethyl)propenamide hydrochloride Cl.NC1=CC(=C(C=C1F)C(C(=O)NCC(F)(F)F)=C)OC